Ethylbis(2,2,2-trifluoroethyl)phosphine oxide C(C)P(CC(F)(F)F)(CC(F)(F)F)=O